arsenic-lead-antimony [Sb].[Pb].[As]